C(C)(C)(C)OC(=O)N1C2(CCN(C2=O)C(C(=O)O)CC2CC2)CCCC1 2-(6-tert-butoxycarbonyl-1-oxo-2,6-diazaspiro[4.5]decan-2-yl)-3-cyclopropyl-propanoic acid